CN(C(CONC(=O)[C@H]1N2C(N([C@H](CC1)C2)OS(=O)(=O)O)=O)=O)C.[Na] sodium (2S,5R)-N-[2-(dimethylamino)-2-oxoethoxy]-7-oxo-6-(sulfooxy)-1,6-diaza-bicyclo[3.2.1]octane-2-carboxamide